4-fluoro-N-(6-(trifluoromethoxy)pyridin-2-yl)pyrrolidine-2-carboxamide FC1CC(NC1)C(=O)NC1=NC(=CC=C1)OC(F)(F)F